BrC1=CC2=C(N(C(=N2)C)C)C=C1 5-bromo-1,2-dimethyl-1H-benzo[d]imidazole